4-[cyclopropyl-[4-(5,6,7,8-tetrahydro-1,8-naphthyridin-2-yl)butyl]amino]-2-(indan-2-yloxycarbonylamino)butanoic acid C1(CC1)N(CCC(C(=O)O)NC(=O)OC1CC2=CC=CC=C2C1)CCCCC1=NC=2NCCCC2C=C1